N,N-di(beta-hydroxyethyl)-2,4-dinitroaniline OCCN(C1=C(C=C(C=C1)[N+](=O)[O-])[N+](=O)[O-])CCO